C(CC)(=O)OC1CCC2C3CCC4=CC(CCC4(C3CCC12C)C)=O (10,13-Dimethyl-3-oxo-1,2,6,7,8,9,11,12,14,15,16,17-dodecahydrocyclopenta[a]phenanthren-17-yl) propanoate